C([2H])([2H])([2H])N(C1CN(CC1)C1=CC=C(C=C1)N1C=NC(=C1)NC=1N=CC(=NC1)C#N)C([2H])([2H])[2H] 5-((1-(4-(3-(Bis(methyl-d3)amino)pyrrolidin-1-yl)phenyl)-1H-imidazol-4-yl)amino)pyrazine-2-carbonitrile